6-(4-methoxybenzyl)-3-(3-fluorobenzyl)-2,3,4,6-tetrahydropyrido[3,4-c][1,8]naphthyridine COC1=CC=C(CN2C=C3C(C=4C=CC=NC24)=CCN(C3)CC3=CC(=CC=C3)F)C=C1